tert-butyl (1-(4-(6-(5-fluoropyridin-3-yl)pyrazin-2-yl)benzamido)-2-methylpropan-2-yl)carbamate FC=1C=C(C=NC1)C1=CN=CC(=N1)C1=CC=C(C(=O)NCC(C)(C)NC(OC(C)(C)C)=O)C=C1